OCCN(CCO)CC(CS(=O)(=O)[O-])O 3-[N,N-bis(2-hydroxyethyl)amino]-2-hydroxypropanesulfonate